methyl-(3,5-di-tert-butyl-4-hydroxyphenyl) propionate (methylene-3,5-di-tert-butyl-4-hydroxyhydrocinnamate) C=C(C(=O)O)CC1=CC(=C(C(=C1)C(C)(C)C)O)C(C)(C)C.C(CC)(=O)OC1=C(C(=C(C(=C1)C(C)(C)C)O)C(C)(C)C)C